FC=1C=C(C=C(C1)F)[C@H](CC(=O)OCC)N1CC(C1)(F)CCCCC1=CC=C2CCCN(C2=N1)C(=O)OC(C)(C)C (S)-tert-butyl 7-(4-(1-(1-(3,5-difluorophenyl)-3-ethoxy-3-oxopropyl)-3-fluoroazetidin-3-yl) butyl)-3,4-dihydro-1,8-naphthyridine-1(2H)-carboxylate